ClC1=C(C=CC=C1F)N1C=NC2=C1C(OC(C2)(C)CO)=O 3-(2-chloro-3-fluorophenyl)-6-(hydroxymethyl)-6-methyl-3H,4H,6H,7H-pyrano[3,4-d]imidazol-4-one